O=C(CCN)CCC(CCN)=O 3,6-dioxo-1,8-octanediamine